tert-butyl ((1R,3R)-3-((5-amino-3-bromo-1-(phenylsulfonyl)-1H-pyrrolo[2,3-b]pyridin-4-yl)amino)cyclopentyl)carbamate NC=1C(=C2C(=NC1)N(C=C2Br)S(=O)(=O)C2=CC=CC=C2)N[C@H]2C[C@@H](CC2)NC(OC(C)(C)C)=O